N-butyl-8-(1,1-dimethylethyl)-1-oxaspiro[4.5]decan-3-amine C(CCC)NC1COC2(C1)CCC(CC2)C(C)(C)C